(Z)-3-benzylidene-4-vinyl-tetrahydrofuran C(/C1=CC=CC=C1)=C\1/COCC1C=C